N-(2-fluorophenyl)-4-{2-[(5-fluoropyridin-2-yl)amino]-2-oxoethyl}-5,8-dioxo-6-(propan-2-yl)-5,6,7,8-tetrahydro-4H-pyrazolo[1,5-a]pyrrolo[3,4-d]pyrimidine-2-carboxamide FC1=C(C=CC=C1)NC(=O)C1=NN2C(N(C3=C(C2=O)CN(C3=O)C(C)C)CC(=O)NC3=NC=C(C=C3)F)=C1